FC(C1=C(CCC2=CC=C3C=CNC3=C2)C=CC=C1)(F)F 6-(2-(Trifluoromethyl)phenethyl)-1H-indole